2-{6-[(3S)-3-cyclopropylpiperazin-1-yl]pyridazin-3-yl}-5-[1-(2H3)methyl-1H-pyrazol-4-yl]pyridin-3-ol dihydrochloride Cl.Cl.C1(CC1)[C@H]1CN(CCN1)C1=CC=C(N=N1)C1=NC=C(C=C1O)C=1C=NN(C1)C([2H])([2H])[2H]